(R)-4-ethyl-6,6a,7,8,9,10-hexahydro-5H-pyrazino[1,2-a][1,8]naphthyridine C(C)C=1C=2CC[C@H]3N(C2N=CC1)CCNC3